9-((2R,3R,5S)-3-((tert-butyldimethylsilyl)oxy)-5-(((4-methoxyphenyl)diphenylmethoxy)-methyl)tetrahydrofuran-2-yl)-2-chloro-9H-purin-6-amine [Si](C)(C)(C(C)(C)C)O[C@H]1[C@@H](O[C@@H](C1)COC(C1=CC=CC=C1)(C1=CC=CC=C1)C1=CC=C(C=C1)OC)N1C2=NC(=NC(=C2N=C1)N)Cl